CC(C)=CCCC(CC)C 2,6-dimethyl-2-Octene